FC1=C(C(=O)N[C@@H](C(=O)N2CCC3(CC2)C(CN(C(C3)=O)C)C3=CC=C(C=C3)F)C(C)C)C=C(C=C1)C(F)(F)F 2-fluoro-N-((2R)-1-(7-(4-fluorophenyl)-9-methyl-10-oxo-3,9-diazaspiro[5.5]undecan-3-yl)-3-methyl-1-oxobutan-2-yl)-5-(trifluoromethyl)benzamide